4-((2-butyl-1-(2,6-dimethoxyphenyl)-6-hydroxy-4-oxo-1,4-dihydropyrimidin-5-yl)sulfonyl)benzoyl-hydrazine C(CCC)C=1N(C(=C(C(N1)=O)S(=O)(=O)C1=CC=C(C(=O)NN)C=C1)O)C1=C(C=CC=C1OC)OC